divinyl bissulfite S(=O)(OC=C)[O-].S(=O)(OC=C)[O-]